3,5-DIMETHYL-1-PHENYL-1H-PYRAZOLE CC1=NN(C(=C1)C)C1=CC=CC=C1